5-Methyl-2-(1-methyl-1H-imidazol-2-yl)-6-(1-methyl-1H-pyrazol-3-yl)-N-(5-methyl-1H-pyrazol-3-yl)pyrrolo[2,1-f][1,2,4]triazin-4-amine CC=1C(=CN2N=C(N=C(C21)NC2=NNC(=C2)C)C=2N(C=CN2)C)C2=NN(C=C2)C